CC1=C(C=C(C=C1)NC(N)=O)NC1=CC=C2/C(/C(NC2=C1)=O)=C/C=1NC=CC1 3-(4-methyl-3-{[(3Z)-2-oxo-3-(1H-pyrrol-2-ylmethylene)-1H-indol-6-yl]amino}phenyl)urea